C(C)C1(NC(N(C(C1)=O)[C@@H]1CCOC2=CC=C(C=C12)C(=O)N[C@@H]1[C@H](CC2=CC=C(C=C12)F)O)=N)CC (4R)-4-(4,4-diethyl-2-imino-6-oxo-hexahydropyrimidin-1-yl)-N-[(1S,2S)-6-fluoro-2-hydroxy-indan-1-yl]chromane-6-carboxamide